2-Hydroxy-7-[(1-L-threonyl-azetidin-3-yl)oxy]-3,4-dihydro-2H-1,2-benzoxaborole OB1OC=2C(C1)CC=CC2OC2CN(C2)C([C@@H](N)[C@H](O)C)=O